BrC=1C(=C(C(=O)NC2=C(C=CC(=C2)C(F)(F)F)Cl)C(=C(C1)C(C)(C)C)O)C 3-bromo-5-tert-butyl-N-(2-chloro-5-trifluoromethyl-phenyl)-6-hydroxy-2-methyl-benzamide